Cl.NC1CCN(CC1)C1=CC(=C(C(=N1)C1=CC(=C(C#N)C=C1)F)C1=CC=2N(C=C1)C=CN2)O 4-(6-(4-aminopiperidin-1-yl)-4-hydroxy-3-(imidazolo[1,2-a]pyridin-7-yl)pyridin-2-yl)-2-fluorobenzonitrile hydrochloride